dimethoxymethylsilane COC(OC)[SiH3]